3-FLUOROBENZYLBORONIC ACID FC=1C=C(CB(O)O)C=CC1